2-bromo-N-(4-cyanonaphthalen-1-yl)-2-methylpropanamide BrC(C(=O)NC1=CC=C(C2=CC=CC=C12)C#N)(C)C